C(C)(C)(C)OC(=O)N1CCC(CC1)NC1=NC=CC(=N1)C1=NC=2N(C=C1)N=CC2 trans-4-[4-[pyrazolo[1,5-a]pyrimidin-5-yl]pyrimidin-2-yl]aminopiperidine-1-carboxylic acid tert-butyl ester